2-(7-{2,6-diazaspiro[3.3]heptan-2-yl}-5-methylcinnolin-3-yl)phenol C1N(CC12CNC2)C2=CC(=C1C=C(N=NC1=C2)C2=C(C=CC=C2)O)C